(2'S,3S,4'S,5'R)-6-chloro-4'-(3-chloro-2-fluorophenyl)-2'-neopentylspiro[indoline-3,3'-pyrrolidine] ClC1=CC=C2C(=C1)NC[C@@]21[C@@H](NC[C@@H]1C1=C(C(=CC=C1)Cl)F)CC(C)(C)C